2-(4-amino-3-(4-fluoroindolin-5-yl)-1H-pyrazolo[3,4-d]pyrimidin-1-yl)ethan-1-ol NC1=C2C(=NC=N1)N(N=C2C=2C(=C1CCNC1=CC2)F)CCO